8-methoxy-5-oxa-2-azaspiro[3.4]oct-7-ene-2-carboxylic acid tert-butyl ester C(C)(C)(C)OC(=O)N1CC2(C1)OCC=C2OC